(S)-7-benzyl-4-(4-((benzyloxy)carbonyl)-3-(cyanomethyl)piperazin-1-yl)-1-(4-methoxyBenzyl)-2-oxo-1,2,5,6,7,8-hexahydro-1,7-naphthyridine-3-carboxylic acid methyl ester COC(=O)C=1C(N(C=2CN(CCC2C1N1C[C@@H](N(CC1)C(=O)OCC1=CC=CC=C1)CC#N)CC1=CC=CC=C1)CC1=CC=C(C=C1)OC)=O